CN1CCN(CC1)C(=O)C1=CC2=C(SC=C2C=O)C=C1 5-(4-methylpiperazine-1-carbonyl)benzo[b]thiophene-3-carbaldehyde